OC1(CN(C1)CC1=CC=C(C=C1)C1=CC=C(C=C1)CC1=CC=C(C=C1)N1N=C(N=C1C)C(=O)N)C 1-(4-((4'-((3-hydroxy-3-methylazetidin-1-yl)methyl)-[1,1'-biphenyl]-4-yl)methyl)phenyl)-5-methyl-1H-1,2,4-triazole-3-carboxamide